BrC1=CC=C(C(=O)C2=CC=C(C=C2)Br)C=C1 4,4'-dibromo-benzophenone